C(CC)ON(C1=CC=C(C(=O)OCC)C=C1)OCCC ethyl N,N-dipropoxy-p-aminobenzoate